2,6-bis(2,4-dihydroxyphenyl)-4-methylphenol OC1=C(C=CC(=C1)O)C1=C(C(=CC(=C1)C)C1=C(C=C(C=C1)O)O)O